tert-butyl (3S)-7-hydroxy-3-[(1R)-1-hydroxy-2-[[2-(3-pyridylamino)pyridine-4-carbonyl]amino]ethyl]-3,4-dihydro-1H-isoquinoline-2-carboxylate OC1=CC=C2C[C@H](N(CC2=C1)C(=O)OC(C)(C)C)[C@@H](CNC(=O)C1=CC(=NC=C1)NC=1C=NC=CC1)O